3-chloro-6-(3,4-dimethoxyphenyl)-7H-pyrrolo[2,3-c]pyridazine ClC1=CC2=C(N=N1)NC(=C2)C2=CC(=C(C=C2)OC)OC